5-(3-(((1r,4r)-4-(5-chloro-2-(difluoromethyl)nicotinamido)cyclohexyl)methyl)-5-fluoro-2-oxo-2,3-dihydro-1H-benzo[d]imidazol-1-yl)-N-methylpicolinamide ClC=1C=NC(=C(C(=O)NC2CCC(CC2)CN2C(N(C3=C2C=C(C=C3)F)C=3C=CC(=NC3)C(=O)NC)=O)C1)C(F)F